Cl[Ir]=O.[NH4+] Ammonium chloroiridium oxide